NC1=NC=2C=C(C=CC2C2=C1N=C(N2)[C@@H]2CN(CCC2)C(=O)OC(C)(C)C)C2=NNC=C2 tert-Butyl (S)-3-(4-amino-7-(1H-pyrazol-3-yl)-1H-imidazo[4,5-c]quinolin-2-yl)piperidine-1-carboxylate